1-(5,6-difluoro-2-oxo-1H-quinolin-3-yl)cyclopropane-1-carboxylic acid FC1=C2C=C(C(NC2=CC=C1F)=O)C1(CC1)C(=O)O